1-(4-(2-((1-(4-methoxy-3,5-dimethylbenzyl)-1H-pyrazol-4-yl)amino)pyrimidin-4-yl)phenyl)imidazolidin-2-one COC1=C(C=C(CN2N=CC(=C2)NC2=NC=CC(=N2)C2=CC=C(C=C2)N2C(NCC2)=O)C=C1C)C